dimethyl ((1R,1'R)-((5S,5'S)-(((9,9-dibutyl-9H-fluorene-2,7-diyl)bis(azanediyl))bis(carbonyl))bis(3-oxopyrrolidine-5,1-diyl))bis(2-oxo-1-phenylethane-2,1-diyl))dicarbamate C(CCC)C1(C2=CC(=CC=C2C=2C=CC(=CC12)NC(=O)[C@@H]1CC(CN1C([C@@H](C1=CC=CC=C1)NC(OC)=O)=O)=O)NC(=O)[C@@H]1CC(CN1C([C@@H](C1=CC=CC=C1)NC(OC)=O)=O)=O)CCCC